ClC=1C(=CC(NN1)=O)C1=CC=CC=C1 6-chloro-5-phenylpyridazin-3(2H)-one